C(C1=CC(=C(C=C1)N=C=S)Cl)C1=CC(=C(C=C1)N=C=S)Cl 4,4'-methylenebis(2-chlorophenyl)diisothiocyanate